ClC1=NC=C(C(=N1)N(C)C)N 2-chloro-N4,N4-dimethylpyrimidine-4,5-diamine